COC(=O)OCC=C.C1(=CC=CC=C1)C1=C(C(C2(C(C3(C(C(C(C(C3=CC2=C1)([2H])[2H])([2H])[2H])([2H])[2H])([2H])[2H])[2H])([2H])[2H])[2H])[2H])C1=C2C=3C=CC=CC3C3=C(C2=CC=C1)C=CC=C3 phenyl(benzophenanthrenyl)anthracene-d13 methyl(prop-2-enyloxy)methanoate